C(C)OC(=O)C=1N(C2=C(C=CC(=C2C1)NC1=NC(=CC=C1)OC)Cl)C 1-Methyl-4-((6-methoxypyridin-2-yl)amino)-7-chloro-indole-2-carboxylic acid ethyl ester